4-(1-(2,2-Difluoroethyl)-1H-imidazol-4-yl)-N-(1-(ethylsulfonyl)piperidin-4-yl)-5-(trifluoromethyl)pyrimidin-2-amine FC(CN1C=NC(=C1)C1=NC(=NC=C1C(F)(F)F)NC1CCN(CC1)S(=O)(=O)CC)F